3-methoxy-5-((trimethylsilyl)ethynyl)thiophene-2-carbaldehyde COC1=C(SC(=C1)C#C[Si](C)(C)C)C=O